(1R,2R)-2-fluoro-N-(4-(4-methyl-6-propionylpyridin-3-yl)oxazolo[5,4-f]isoquinolin-8-yl)cyclopropane-1-carboxamide F[C@H]1[C@H](C1)C(=O)NC=1N=CC2=CC(=C3C(=C2C1)OC=N3)C=3C=NC(=CC3C)C(CC)=O